FC1=C(OC2=C(C=C(C=C2)NS(=O)(=O)CC)C2=CN(C(C(=C2)NC)=O)C)C=CC(=C1)F N-[4-(2,4-difluorophenoxy)-3-[1-methyl-5-(methylamino)-6-oxopyridin-3-yl]phenyl]ethanesulfonamide